O=C1NC(CCC1N1C(C2=CC=CC(=C2C1=O)OC(CCCCCCCC1CCN(CC1)C1=CC=C(C=C1)NC1=NN2C(C=N1)=CC=C2C=2C=C(C=CC2)NS(=O)(=O)C)C)=O)=O N-(3-(2-((4-(4-(8-((2-(2,6-dioxopiperidin-3-yl)-1,3-dioxoisoindolin-4-yl)oxy)nonyl)piperidin-1-yl)phenyl)amino)pyrrolo[2,1-f][1,2,4]triazin-7-yl)phenyl)methanesulfonamide